4-(((1-methyl-1H-pyrazol-3-yl)methyl)amino)cyclobut-3-ene-1,2-dione CN1N=C(C=C1)CNC1=CC(C1=O)=O